CC1(OC2=C([C@@H]3C=C(CC[C@@H]13)C)C(=C(C(=C2)CCC)C(=O)O)OC2O[C@@H]([C@H]([C@@H]([C@H]2CO)O)O)O)C (6aR,10aR)-6,6,9-trimethyl-3-propyl-1-{[(3R,4R,5S,6S)-4,5,6-trihydroxy-3-(hydroxymethyl)oxan-2-yl]oxy}-6H,6aH,7H,8H,10aH-benzo[c]isochromene-2-carboxylic acid